FC1=COC2=C1C=CC=C2C(=O)OC methyl 3-fluorobenzofuran-7-carboxylate